4'-(3-(4-methoxybenzyl)-7-oxo-6,7-dihydro-3H-[1,2,3]triazolo[4,5-d]pyrimidin-5-yl)-2'-(propylamino)-[1,1'-biphenyl]-4-carboxylic acid methyl ester COC(=O)C1=CC=C(C=C1)C1=C(C=C(C=C1)C=1NC(C2=C(N1)N(N=N2)CC2=CC=C(C=C2)OC)=O)NCCC